ClC=1C(=NC=CC1)C1=NC=CN=C1 3-Chloro-2-(pyrazin-2-yl)pyridine